3-(6,7-dimethoxy-1-oxoisoindolin-2-yl)piperidine-2,6-dione COC1=CC=C2CN(C(C2=C1OC)=O)C1C(NC(CC1)=O)=O